5-(2,5-difluoro-phenyl)-1,3-dihydro-benzimidazol-2-one FC1=C(C=C(C=C1)F)C1=CC2=C(NC(N2)=O)C=C1